C(CCCCCC)C=C(C(=O)O)C.C(C(=C)C)(=O)OCCCCCCC heptyl methacrylate (HEPTYL METHACRYLATE)